2-nitro-6-(trifluoromethyl)benzenethiolate [N+](=O)([O-])C1=C(C(=CC=C1)C(F)(F)F)[S-]